C(C)(C)(C)C1=CC=C(C=C1)C1=CC(=CC=C1)C(C(=O)N1CC2=C(N=C(NC2=O)C2(CC2)C2=CC=CC=C2)CC1)O 6-(2-(4'-(tert-butyl)-[1,1'-biphenyl]-3-yl)-2-hydroxyacetyl)-2-(1-phenylcyclopropyl)-5,6,7,8-tetrahydropyrido[4,3-d]pyrimidin-4(3H)-one